[Mg+2].OC(CC(=O)[O-])C.OC(CC(=O)[O-])C 3-hydroxybutyric acid magnesium salt